2-[1-(3-cyano-5-methoxyphenyl)pyrazol-4-yl]-N-(5-cyclopropyl-2H-pyrazol-3-yl)propanamide C(#N)C=1C=C(C=C(C1)OC)N1N=CC(=C1)C(C(=O)NC=1NN=C(C1)C1CC1)C